SCCSCCSCCS 1,2-bis(2'-mercaptoethylthio)ethane